(2R)-2-amino-2-cyclobutyl-ethanol hydrochloride Cl.N[C@@H](CO)C1CCC1